(2R)-3-[(6'-{6-[(4,4-difluoropiperidin-1-yl)methyl]-1-oxo-4-(trifluoromethyl)-3H-isoindol-2-yl}-4-(4-methyl-1,2,4-triazol-3-yl)-[3,4'-bipyridin]-2'-yl)amino]-2-methylpropanenitrile FC1(CCN(CC1)CC1=CC(=C2CN(C(C2=C1)=O)C1=CC(=CC(=N1)NC[C@H](C#N)C)C=1C=NC=CC1C1=NN=CN1C)C(F)(F)F)F